CC1=CC(=NN1C1=CC=C(C=C1)OC(F)(F)F)N1CC2NC(C1)C2 3-[5-methyl-1-[4-(trifluoromethoxy)phenyl]pyrazol-3-yl]-3,6-diazabicyclo-[3.1.1]-heptane